NC1=C(C(=O)O)C=C(C(=C1F)Br)Cl 2-amino-4-bromo-5-chloro-3-fluorobenzoic acid